[Os](=O)(=O)(=O)=O osmium tetra-oxide